4-(2-(4-acrylamidophenyl)-4-amino-7-cyano-1-methyl-1H-pyrrolo[3,2-c]pyridin-3-yl)-N-cyclohexyl-2-methoxybenzamide C(C=C)(=O)NC1=CC=C(C=C1)C1=C(C=2C(=NC=C(C2N1C)C#N)N)C1=CC(=C(C(=O)NC2CCCCC2)C=C1)OC